5-benzyloxy-2-formyl-benzo[b]thiophene-3-carboxylic acid methyl ester COC(=O)C=1C2=C(SC1C=O)C=CC(=C2)OCC2=CC=CC=C2